C(C)S(=O)(=O)NC1C(N(CC1)C(=O)OC(C)(C)C)CC=1C=C(C=CC1)C1=C(C=CC=C1)OCCO tert-butyl 3-(ethylsulfonamido)-2-((2'-(2-hydroxyethoxy)-[1,1'-biphenyl]-3-yl)methyl)pyrrolidine-1-carboxylate